FC(F)C=1C(=NC(=NC1N1CCOCC1)N1CCOCC1)C=1C=NC(=NC1)N difluoromethyl-2,6-dimorpholino-[4,5'-bipyrimidin]-2'-amine